[N+](=O)([O-])C1=C(C(=O)NNC([C@H](CC=C)NC(OC(C)(C)C)=O)=O)C=CC=C1 (S)-tert-Butyl 1-(2-(2-nitrobenzoyl)hydrazinyl)-1-oxopent-4-en-2-ylcarbamate